C(CC)C1=NN(C=N1)CCC[Si](OC)(OC)OC 3-Propyl-1-[3-(trimethoxysilyl)propyl]-1,2,4-triazole